sodium (Z)-3-(1-hydroxybutenyl)benzofuran-2-one monohydrate O.O\C(=C/CC)\C1C(OC2=C1C=CC=C2)=O.[Na]